ClC1=NC=C(C(=N1)NC=1C(=CC=CC1)N)C1CC1 N1-(2-chloro-5-cyclopropylpyrimidin-4-yl)benzene-1,2-diamine